ClC1=CC2=C(CCC3=C(N2CCCCNC/C=C/C(=O)OCC)N(N=C3)C)C=C1 Ethyl (E)-4-{[4-(8-chloro-1-methyl-4,5-dihydropyrazolo-[3,4-b][1]-benzazepin-10(1H)-yl)butyl]amino}but-2-enoate